C(\C=C\CCCC)(=O)OCC trans-2-ethyl heptenoate